O1C=NC(=C1)C=O oxazol-4-yl-methanone